2,3,5-trifluoro-4-hydroxy-6-methoxybenzaldehyde FC1=C(C=O)C(=C(C(=C1F)O)F)OC